P(=O)(OC)(OC[C@](COCCCCCCCCCCCCCCCCCC)(C)OCC1=CC(=CC(=C1)F)C#N)O methyl ((R)-2-((3-cyano-5-fluorobenzyl)oxy)-2-methyl-3-(octadecyloxy)propyl) hydrogen phosphate